FC(C1=NC(=NC=C1)B(O)O)(F)F [4-(TRIFLUOROMETHYL)PYRIMIDIN-2-YL]BORONIC ACID